methyl 2-[4-[2-[(10S)-4-(2-hydroxyphenyl)-1,5,6,8,12-pentazatricyclo[8.4.0.02,7]tetradeca-2,4,6-trien-12-yl]pyrimidin-4-yl]-1-piperidyl]spiro[3.3]heptane-6-carboxylate OC1=C(C=CC=C1)C=1C=C2N3CCN(C[C@@H]3CNC2=NN1)C1=NC=CC(=N1)C1CCN(CC1)C1CC2(C1)CC(C2)C(=O)OC